5'-tert-butyl-2,5'-biphenol C(C)(C)(C)C1(CC=CC(=C1)O)C=1C(=CC=CC1)O